C(C(C)C)C1=CC=C(C=C)C=C1 para-iso-butylstyrene